(2S,4S)-4-(hydroxymethyl)-5-oxopyrrolidin OC[C@@H]1CCNC1=O